(R)-4-(2-Oxo-1,4-dihydro-2H-quinazolin-3-yl)-piperidine-1-carboxylic acid [2-(4-isopropyl-piperazin-1-yl)-2-oxo-1-(2-oxo-2,3-dihydro-benzooxazol-6-ylmethyl)-ethyl]-amide C(C)(C)N1CCN(CC1)C([C@@H](CC1=CC2=C(NC(O2)=O)C=C1)NC(=O)N1CCC(CC1)N1C(NC2=CC=CC=C2C1)=O)=O